dibromo[2,6-bis[4-(R)-tert-butyl-2-oxazolyl]pyridine] cobalt [Co].BrC=1C=C(C(=NC1C=1OC=C(N1)C(C)(C)C)C=1OC=C(N1)C(C)(C)C)Br